2-hydroxy-N-methoxy-N-methyl-1,3-oxazole-5-carboxamide OC=1OC(=CN1)C(=O)N(C)OC